(1R,3S)-3-(3-((2,2-dioxido-1,3-dihydrobenzo[c]isothiazol-4-yl)amino)-1H-pyrazol-5-yl)cyclopentyl isopropylcarbamate C(C)(C)NC(O[C@H]1C[C@H](CC1)C1=CC(=NN1)NC1=CC=CC=2NS(CC21)(=O)=O)=O